3-chloro-4-((3,5-difluoropyridin-2-yl)methoxy)-5',6-dimethyl-2-oxo-2H-[1,4'-bipyridine]-2'-carboxylic acid ClC=1C(N(C(=CC1OCC1=NC=C(C=C1F)F)C)C1=CC(=NC=C1C)C(=O)O)=O